CC1=C(C(=CC=C1)C)C1=CC(OC2=NC(=CC=C21)N2[C@@H](CCC2)C(=O)O)=O (4-(2,6-dimethylphenyl)-2-oxo-2H-pyrano[2,3-b]pyridin-7-yl)-L-proline